CC(C(C(=O)O)C(NC1=CC=C2C=NNC2=C1C)=O)C 3-methyl-2-[(7-methyl-1H-indazol-6-yl)carbamoyl]butanoic acid